2-chloro-7-(3-hydroxycycloheptyl)-5,7-dihydro-6H-pyrrolo[2,3-d]pyrimidin-6-one ClC=1N=CC2=C(N1)N(C(C2)=O)C2CC(CCCC2)O